(4-propylphenyl)phosphin C(CC)C1=CC=C(C=C1)P